CN1[C@@H]2CN([C@@H](C1)C2)C=2C=C(C=C(C2)S(=O)(=O)C)NC=2N=C(C1=C(N2)NC=C1)N1OCC[C@H]1C1=CC=CC=C1 N-(3-((1R,4S)-5-methyl-2,5-diazabicyclo[2.2.1]heptan-2-yl)-5-(methylsulfonyl)phenyl)-4-((S)-3-phenylisoxazolidin-2-yl)-7H-pyrrolo[2,3-d]pyrimidin-2-amine